(7S,8aS)-7-(3-([1,2,4]triazolo[1,5-a]pyridin-8-yl)propyl)-2-(5-chloropyrimidin-2-yl)hexahydropyrrolo[1,2-a]pyrazin-6(2H)-one N=1C=NN2C1C(=CC=C2)CCC[C@H]2C[C@@H]1N(CCN(C1)C1=NC=C(C=N1)Cl)C2=O